NC(C(=O)O)CC1=C(SC=C1)Cl 2-amino-3-(2-chlorothiophen-3-yl)propanoic acid